CN1CCN(CC1)C1CC2=C(N(N=C2CC1)C1=NC=C(C=C1)C(F)(F)F)O 5-(4-Methylpiperazin-1-yl)-2-(5-(trifluoromethyl)pyridin-2-yl)-4,5,6,7-tetrahydro-2H-indazol-3-ol